1H-pyrazol-1-yl-nicotinic acid ethyl ester C(C)OC(C1=C(N=CC=C1)N1N=CC=C1)=O